gamma-hydroxypropyl-guanidine OCCCNC(=N)N